C(C1=CC=CC=C1)OC1=C(C(=C2C[C@@H](N(C2=C1)C(=O)OC(C)(C)C)CN(CC(CC)CC)C(=O)OC(C)(C)C)F)N(C(C(F)(F)F)=O)CC(=O)OC(C)(C)C tert-butyl (2R)-6-(benzyloxy)-2-{[(tert-butoxycarbonyl)(2-ethylbutyl)amino]methyl}-5-[(2-tert-butoxy-2-oxoethyl)(trifluoroacetyl)amino]-4-fluoro-2,3-dihydro-1H-indole-1-carboxylate